3-(Benzo[d][1,3]dioxol-5-yl)-3-(7-(2-(cyclohex-3-en-1-ylamino)-2-oxoethoxy)naphthalen-2-yl)propanoic acid O1COC2=C1C=CC(=C2)C(CC(=O)O)C2=CC1=CC(=CC=C1C=C2)OCC(=O)NC2CC=CCC2